N-[(4-methoxy-6-methyl-2-oxo-1,2-dihydropyridin-3-yl)methyl]-8-(3-methoxyphenyl)-2,2-dimethyl-2H-chromen-6-carboxamide COC1=C(C(NC(=C1)C)=O)CNC(=O)C=1C=C2C=CC(OC2=C(C1)C1=CC(=CC=C1)OC)(C)C